N1(CCC1)C1=C(C(NC2=CC=CC=C12)=O)C#N 4-(azetidin-1-yl)-2-oxo-1,2-dihydroquinoline-3-carbonitrile